N-(1-(4-Bromophenyl)cyclopropyl)-5-(2-(dimethylamino)ethoxy)-2-methyl-benzamide BrC1=CC=C(C=C1)C1(CC1)NC(C1=C(C=CC(=C1)OCCN(C)C)C)=O